N1(CCOCC1)C(=O)NC1=NC=CC(=C1)NC1=C(C=CC(=N1)N1CCN(CC1)C(=O)OC(C)(C)C)[N+](=O)[O-] tert-butyl 4-[6-[[2-(morpholine-4-carbonylamino)-4-pyridyl]amino]-5-nitro-2-pyridyl]piperazine-1-carboxylate